NC1=CC(=NC=N1)N1CCC(CC1)C(=O)N1OCC[C@H]1C=1C=C(C#N)C=C(C1)F 3-[(3S)-2-[1-(6-Aminopyrimidin-4-yl)piperidine-4-carbonyl]isoxazolidin-3-yl]-5-fluoro-benzonitrile